BrC1=CC2=C(C3=NC4=CC(=C(C=C4N=C3C3=C2C=C(C(=C3)I)Br)C3=CC=C(N(C2=CC=C(C=C2)C)C2=CC=C(C=C2)C)C=C3)C3=CC=C(N(C2=CC=C(C=C2)C)C2=CC=C(C=C2)C)C=C3)C=C1I 4,4'-(3,6-dibromo-2,7-diiododibenzo[a,c]phenazine-11,12-diyl)-bis(N,N-di-p-tolylaniline)